N-(7-bromobenzo[d][1,3]dioxol-4-yl)-7-methylquinolin-4-amine BrC1=CC=C(C2=C1OCO2)NC2=CC=NC1=CC(=CC=C21)C